NC1=C2C(=NC=N1)N(N=C2C2=CC=C(C=C2)OC2=C(C=CC=C2)F)C2CCN(CC2)C2CCN(CC2)C2CN(C2)C=2C=C1C(N(C(C1=CC2)=O)C2C(NC(CC2)=O)=O)=O 5-(3-(4-(4-amino-3-(4-(2-fluorophenoxy)phenyl)-1H-pyrazolo[3,4-d]pyrimidin-1-yl)-[1,4'-bipiperidin]-1'-yl)azetidin-1-yl)-2-(2,6-dioxopiperidin-3-yl)isoindoline-1,3-dione